FC(C1=C(C=CC=C1)N1N=CC(=C1)C(=O)O)(F)F 1-(2-(Trifluoromethyl)phenyl)-1H-pyrazole-4-carboxylic acid